(2S,11aR)-6-((1,3-difluoropropan-2-yl)oxy)-7-fluoro-2-hydroxy-8-methyl-2,3,11,11a-tetrahydro-1H,5H-benzo[f]pyrrolo[2,1-c][1,4]oxazepin-5-one FCC(CF)OC1=C(C(=CC2=C1C(N1[C@@H](CO2)C[C@@H](C1)O)=O)C)F